C(C)OP(=O)(CCC(C(=O)OCC1=CC=CC=C1)=O)C benzyl 4-(ethoxy-(methyl) phosphinyl)-2-oxobutyrate